COC=1C=C(CN2N=C(N=C2NC2=CC=CC=C2)N)C=CC1 1-(3-methoxybenzyl)-N5-phenyl-1H-1,2,4-triazole-3,5-diamine